C(=O)(O)C=1C=C(C=C(C1)C(=O)O)NC1=NC(=NC(=N1)NC1=CC(=CC(=C1)C(=O)O)C(=O)O)NC1=CC(=CC(=C1)C(=O)O)C(=O)O 2,4,6-tri(3,5-dicarboxyphenylamino)-1,3,5-triazine